3-(2-methoxyphenyl)-1,2-oxazole-5-carboxamide COC1=C(C=CC=C1)C1=NOC(=C1)C(=O)N